3-[ethyl(methyl)amino]propanoic acid hydrochloride Cl.C(C)N(CCC(=O)O)C